C(CCCCCCCCCCCCCCCCC)(=O)OC[C@@H](OC(CCCCCCCCCCCCCCC)=O)COP(=O)([O-])OCC[N+](C)(C)C 1-Stearoyl-2-Palmitoyl-sn-Glycero-3-Phosphocholine